1-[4-(1-Hydroxyhexoxy)phenyl]-3-phenylprop-2-en-1-one OC(CCCCC)OC1=CC=C(C=C1)C(C=CC1=CC=CC=C1)=O